O=C1N(C=CC=C1)C=1C=NC(=CC1)N[C@@H]1C[C@H](CC1)NC(OC(C)(C)C)=O tert-Butyl ((1S,3S)-3-((2-oxo-2H-[1,3'-bipyridin]-6'-yl)amino)cyclopentyl)carbamate